CC(CCOC=CCCCCCCC)CCC=C(C)C 1-((3,7-dimethyloct-6-en-1-yl)oxy)non-1-ene